(1r,4r)-4-((5-(1-(3,3-difluorocyclobutyl)-1H-benzo[d][1,2,3]triazol-6-yl)-6-fluoro-4-methoxypyrrolo[2,1-f][1,2,4]triazin-2-yl)amino)-1-methylcyclohexan-1-ol FC1(CC(C1)N1N=NC2=C1C=C(C=C2)C=2C(=CN1N=C(N=C(C12)OC)NC1CCC(CC1)(O)C)F)F